2-AMINO-5-METHOXYPHENYLBORONIC ACID NC1=C(C=C(C=C1)OC)B(O)O